9,9-dimethyl-2-oxo-2,7,8,9-tetrahydro-3H-cyclopenta[d]imidazo[1,2-b]pyridazine-7-carboxamide CC1(CC(C2=C1C=1N(N=C2)CC(N1)=O)C(=O)N)C